NC1=NC=CC(=C1N)C1CCN(CC1)C=O [4-(2,3-diamino-4-pyridyl)-1-piperidyl]methanone